C(C)(C)(C)OC(=O)N1[C@@H](COCC1)C=1C=C(C=C2CCN(CC12)C(=O)C1(CCOCC1)C)C=1C=C2C(=NC1)NC=C2C (R)-3-(6-(3-methyl-1H-pyrrolo[2,3-b]pyridin-5-yl)-2-(4-methyltetrahydro-2H-pyran-4-carbonyl)-1,2,3,4-tetrahydroisoquinolin-8-yl)morpholine-4-carboxylic acid tert-butyl ester